C(CCCCCC(=O)[O-])CCCCC=O The molecule is a omega-oxo fatty acid anion that is the conjugate base of 12-oxododecanoic acid, arising from the deprotonation of the carboxy group; major species at pH 7.3. It is an omega-oxo fatty acid anion, an aldehydic acid anion and a medium-chain fatty acid anion. It is a conjugate base of a 12-oxododecanoic acid.